7,14-dihydro-N2,N2,N9,N9-tetrakis(9,9-dimethyl-9H-fluoren-2-yl)-7,14-diphenyl-carbazolo[4,3-c]carbazole-2,9-diamine CC1(C2=CC=CC=C2C=2C=CC(=CC12)N(C=1C=CC=2C=3C4=C(C=CC3N(C2C1)C1=CC=CC=C1)C=1C=2C=CC(=CC2N(C1C=C4)C4=CC=CC=C4)N(C4=CC=1C(C2=CC=CC=C2C1C=C4)(C)C)C4=CC=1C(C2=CC=CC=C2C1C=C4)(C)C)C4=CC=1C(C2=CC=CC=C2C1C=C4)(C)C)C